2-[3-ethylsulfonyl-6-(trifluoromethyl)pyrazolo[1,5-a]pyridin-2-yl]-3-methyl-6-(trifluoromethyl)-imidazo[4,5-b]pyridine C(C)S(=O)(=O)C=1C(=NN2C1C=CC(=C2)C(F)(F)F)C2=NC=1C(=NC=C(C1)C(F)(F)F)N2C